Methyl (S)-3-(7-chloro-2-oxo-5-(2-fluorophenyl)-2,3-dihydro-1H-benzo[e][1,4]diazepin-3-yl)propionate ClC1=CC2=C(NC([C@@H](N=C2C2=C(C=CC=C2)F)CCC(=O)OC)=O)C=C1